C(C)(C)(C)OC(=O)N1C[C@@H]2COC3=C(CN2CC1)C(=NC(=C3Cl)C3=C(C=CC=C3OC)Cl)C#CC (6AR)-4-chloro-3-(2-chloro-6-methoxyphenyl)-1-(prop-1-yn-1-yl)-6a,7,9,10-tetrahydro-12H-pyrazino[2,1-c]pyrido[3,4-f][1,4]oxazepin-8(6H)-carboxylic acid tert-butyl ester